(3-(1-(tert-butoxycarbonyl)piperidin-4-yl)-1-((2-(trimethylsilyl)ethoxy)methyl)-1H-pyrazol-5-yl)boronic acid C(C)(C)(C)OC(=O)N1CCC(CC1)C1=NN(C(=C1)B(O)O)COCC[Si](C)(C)C